CC=1C2=C(N=NC1NC=1SC=CN1)N(CC2)C=2SC=C(N2)C(=O)OCC ethyl 2-{4-methyl-3-[(1,3-thiazol-2-yl) amino]-5H,6H,7H-pyrrolo[2,3-c]pyridazin-7-yl}-1,3-thiazole-4-carboxylate